C(C)(C)C1=C(C(=CC=C1)C(C)C)OC 2,6-diisopropyl-anisole